5-tert-butyl-1,2-oxazole-3-carboxylic acid C(C)(C)(C)C1=CC(=NO1)C(=O)O